6-Acetyl-8-cyclopentyl-5-methyl-2-([1,6]naphthyridin-2-ylamino)-8H-pyrido[2,3-d]pyrimidin-7-one C(C)(=O)C1=C(C2=C(N=C(N=C2)NC2=NC3=CC=NC=C3C=C2)N(C1=O)C1CCCC1)C